ethyl (ethoxy(perfluorophenoxy)phosphoryl)-L-alaninate C(C)OP(=O)(OC1=C(C(=C(C(=C1F)F)F)F)F)N[C@@H](C)C(=O)OCC